butane-1,1-diamine C(CCC)(N)N